1-phenylcyclohexyl methacrylate C(C(=C)C)(=O)OC1(CCCCC1)C1=CC=CC=C1